COC(C1=CN=C(C(=C1)N)N1CCC(CC1)OC1=C(C=C(C=C1)F)F)=O 5-amino-6-(4-(2,4-difluorophenoxy)piperidin-1-yl)nicotinic acid methyl ester